1-(4-(2,5-dichlorophenyl)-5-(isopropylsulfanyl)thiazol-2-yl)-4-(2,6-dimethylpyridin-4-yl)-3-methyl-1H-pyrazole-5-carboxylic acid ClC1=C(C=C(C=C1)Cl)C=1N=C(SC1SC(C)C)N1N=C(C(=C1C(=O)O)C1=CC(=NC(=C1)C)C)C